5-bromo-2-(((4-ethoxy-2,3,5,6-tetrafluorophenoxy)methyl)thio)thiazoleN BrC1C=CN(S1)SCOC1=C(C(=C(C(=C1F)F)OCC)F)F